FC1=C2C(=NNC2=CC=C1F)I 4,5-difluoro-3-iodo-1H-indazole